C(C)(C)(C)OC(=O)N1CCC(CC1)C1=CC=C2C3(C=4N(C=5C=CC=C(C5C(N4)=O)Cl)C2=C1)CC(C3)NC.OC(C)(C)C3=CC=C(C=N3)CC (S)-1-(6-(2-hydroxy-prop-2-yl)pyridin-3-yl)ethan tert-butyl-4-(4'-chloro-3-(methylamino)-5'-oxo-5'H-spiro[cyclobutane-1,7'-indolo[1,2-a]quinazolin]-10'-yl)piperidine-1-carboxylate